tert-butyl 3-methylazetidine-1-carboxylate CC1CN(C1)C(=O)OC(C)(C)C